Ethyl-2-(chloromethyl)-1-(oxetan-2-ylmethyl)-1H-imidazole C(C)C=1N=C(N(C1)CC1OCC1)CCl